(R)-6-chloro-7-(2-(((3-chloropyridin-2-yl)oxy)methyl)pyrrolidin-1-yl)-4-oxo-1-(pyridazin-3-yl)-1,4-dihydroquinoline-3-carboxylic acid ClC=1C=C2C(C(=CN(C2=CC1N1[C@H](CCC1)COC1=NC=CC=C1Cl)C=1N=NC=CC1)C(=O)O)=O